ClC1=C(C=CC(C1)(F)F)C=1C(=NN(C1NC1=C(C=C(C=C1)Cl)F)C)C 4-(2-chloro-4-fluoro-4-fluorophenyl)-N-(2-fluoro-4-chlorophenyl)-1,3-dimethyl-1H-pyrazol-5-amine